2,5-Bis(tert.-butylperoxy)-2,5-dimethylhexane C(C)(C)(C)OOC(C)(CCC(C)(C)OOC(C)(C)C)C